1-[7-(morpholin-4-yl)-[1,3]thiazolo[5,4-d]pyrimidin-2-yl]piperidin-4-amine N1(CCOCC1)C=1C2=C(N=CN1)SC(=N2)N2CCC(CC2)N